1-(6-methyl-2-quinolyl)cyclobutanol CC=1C=C2C=CC(=NC2=CC1)C1(CCC1)O